methyl 5-(methylamino)-6-(1-methylbenzimidazol-4-yl)-3-[[3-methyl-1-(4-piperidyl)pyrazol-4-yl]amino]pyrazine-2-carboxylate trifluoroacetate FC(C(=O)O)(F)F.CNC=1N=C(C(=NC1C1=CC=CC=2N(C=NC21)C)C(=O)OC)NC=2C(=NN(C2)C2CCNCC2)C